[N+](=O)([O-])C1=CC=C(OC(CNC(C(C)N2CCN(CCN(CCN(CC2)CC(=O)[O-])CC(=O)[O-])CC(=O)[O-])=O)=O)C=C1.[Gd+3] gadolinium 2,2',2''-[10-(1-{[2-(4-nitrophenoxy)-2-oxoethyl]amino}-1-oxopropan-2-yl)-1,4,7,10-tetraazacyclododecane-1,4,7-triyl]triacetate